(S)-2-(2-fluoro-4-(pyrrolidin-2-yl)phenyl)-N-(3-(4-fluoropiperidin-1-yl)propyl)-9H-benzo[d]imidazo[1,2-a]imidazole-7-carboxamide dihydrochloride Cl.Cl.FC1=C(C=CC(=C1)[C@H]1NCCC1)C=1N=C2N(C3=C(N2)C=C(C=C3)C(=O)NCCCN3CCC(CC3)F)C1